ethyl (S)-2-(5-(N-(2-(2-(2-(2-azidoethoxy)ethoxy)ethoxy)ethyl)-1-(isoquinolin-4-yl)piperidine-3-carboxamido)-2-oxopyridin-1(2H)-yl)acetate N(=[N+]=[N-])CCOCCOCCOCCN(C(=O)[C@@H]1CN(CCC1)C1=CN=CC2=CC=CC=C12)C=1C=CC(N(C1)CC(=O)OCC)=O